[Na].[Na].[Mn] Manganese Disodium